Cl.N=1C(CN=C2C=CC=CC12)=O quinoxalin-2(3H)-one hydrochloride salt